BrC=1N=CC(=NC1C1=C(C=CC=C1C)C)N 5-bromo-6-(2,6-dimethylphenyl)pyrazin-2-amine